CN(C1=CC(=CC=C1)C)C N,N-dimethyl-m-methylaniline